C(C)OC=1NC(C=2C(N1)=NN(C2)C2=C(C=C(C=C2C)C(F)(F)F)F)=O 6-ethoxy-2-[2-fluoro-6-methyl-4-(trifluoromethyl)phenyl]-2,5-dihydro-4H-pyrazolo[3,4-d]pyrimidin-4-one